FC=1C=C(OCC(=O)CC(=O)O)C=C(C1)Br 2-(2-(3-fluoro-5-bromophenoxy)acetyl)acetic acid